COC(C(=CC(CC1=CC=CC=C1)N)C)=O 4-amino-2-methyl-5-phenylpent-2-enoic acid methyl ester